FC(C(=O)NNC(C1=CC(=C(C=C1)CN1C(N(C(C1(C)C)=O)C1=CC=CC=C1)=O)F)=O)F N'-(2,2-difluoroacetyl)-4-((5,5-dimethyl-2,4-dioxo-3-phenylimidazolidin-1-yl)methyl)-3-fluorobenzoyl-hydrazine